N1=CC=C(C=C1)CCNC1=NC=CC(=C1)C=1C=C2C(=NNC2=CC1)N 5-(2-((2-(pyridin-4-yl)ethyl)amino)pyridin-4-yl)-1H-indazol-3-amine